5-methoxy-2,3,6,7-Tetrahydro-1H-1,4-diazepine-1-carboxylate COC1=NCCN(CC1)C(=O)[O-]